N1(N=CC=C1)C=1C=NC=2CCN(CC2C1)C1=C(C=CN=N1)C 6-(3-(1H-pyrazol-1-yl)-7,8-dihydro-1,6-naphthyridin-6(5H)-yl)-5-methylpyridazine